C(C)N1CC(C1)(C)[C@@](C=1C=C(C=NC1)C1=NOC(=N1)C1CCN(CC1)C(C)=O)(C1=CC=C(C=C1)C(C)C)O 1-[4-(3-{5-[(R)-(1-Ethyl-3-methyl-azetidin-3-yl)-hydroxy-(4-isopropyl-phenyl)-methyl]-pyridin-3-yl}-[1,2,4]oxadiazol-5-yl)-piperidin-1-yl]-ethanone